C(CCCCCCC)N=C1C=CN(C=C1)CCCCCCCCCCN1C=CC(C=C1)=NCCCCCCCC N-octyl-1-[10-(4-octyliminopyridin-1-yl)decyl]pyridine-4-imine